N1(CCOCC1)C1=NC2=C(N=CC=C2C(=C1)C1CCOCC1)C1=CC=NN1 2-(morpholin-4-yl)-8-(1H-pyrazol-5-yl)-4-(tetrahydro-2H-pyran-4-yl)-1,7-naphthyridine